1-cyclopropyl-7-[(4R)-4-hydroxypyrrolidin-2-yl]-3-({[(3S)-1-(6-methylpyridin-3-yl)piperidin-3-yl][(2-methylpyridin-4-yl)methyl]amino}methyl)-1,4-dihydroquinolin-4-one C1(CC1)N1C=C(C(C2=CC=C(C=C12)C1NC[C@@H](C1)O)=O)CN(CC1=CC(=NC=C1)C)[C@@H]1CN(CCC1)C=1C=NC(=CC1)C